2-nitro-dodecanedioic acid [N+](=O)([O-])C(C(=O)O)CCCCCCCCCC(=O)O